NC=1C(=CC(=NC1)C=1C=C2C=CN(CC2=CC1F)CCC[C@H](C)NC=1C=NNC(C1C(F)(F)F)=O)F 6-(5-amino-4-fluoropyridin-2-yl)-7-fluoro-2-[(4S)-4-[[6-oxo-5-(trifluoromethyl)-1H-pyridazin-4-yl]amino]pentyl]isoquinolin